C(C)OC([C@@H](C)[C@@H]1COCC1)=O.FC1(CCNCC1)C=1C=CC(=NC1)C(F)(F)F 5-(4-Fluoropiperidin-4-yl)-2-(trifluoromethyl)pyridine Ethyl-(S)-2-((R)-tetrahydrofuran-3-yl)propanoate